S1C(=CC=C1)[Li] 2-thienyllithium